4-((2-(2-chlorophenyl)quinolin-4-yl)thio)butyl 2-oxo-2H-chromene-3-carboxylate O=C1OC2=CC=CC=C2C=C1C(=O)OCCCCSC1=CC(=NC2=CC=CC=C12)C1=C(C=CC=C1)Cl